S(=O)(=O)(O)O.COC=1C=C2C(CC(C2=CC1)[Na])=O 5-methoxy-3-oxo-2,3-dihydro-1H-inden-1-yl-sodium sulfate